C(C([2H])([2H])[2H])(OC=1C=CC(=NC1)C(=O)NC1=C(C=CC=C1)F)([2H])[2H] 5-(ethoxy-d5)-N-(2-fluorophenyl)pyridineamide